tert-butyl (R)-4-(3-(((benzyloxy)carbonyl)amino)-6-bromo-5-fluorochroman-7-yl)piperazine-1-carboxylate C(C1=CC=CC=C1)OC(=O)N[C@H]1COC2=CC(=C(C(=C2C1)F)Br)N1CCN(CC1)C(=O)OC(C)(C)C